1-(Allyloxy)-2-methyl-1-oxopropan-2-yl-2-chloro-5-[4-(1,1-difluoroethyl)-3-methyl-2,6-dioxo-3,6-dihydropyrimidin-1(2H)-yl]-4-fluorobenzoat C(C=C)OC(C(C)(C)OC(C1=C(C=C(C(=C1)N1C(N(C(=CC1=O)C(C)(F)F)C)=O)F)Cl)=O)=O